COC=1C=C2C(=NC(=NC2=CC1OC)C)N[C@H](C)C=1C=C(C=CC1)C1=CC=C(C=C1)C(=O)NCCC 3'-{(1R)-1-[(6,7-dimethoxy-2-methylquinazolin-4-yl)amino]ethyl}-N-propylbiphenyl-4-carboxamide